7-chloro-8-(3-cyclopropyl-5-fluoro-1H-indol-7-yl)-1,4,4,9-tetramethyl-5H-[1,2,4]triazolo[4,3-a]quinoxaline ClC=1C=C2NC(C=3N(C2=C(C1C=1C=C(C=C2C(=CNC12)C1CC1)F)C)C(=NN3)C)(C)C